CC(=CS(=O)(=O)O)C 2-methylpropenesulfonic acid